S-(chloromethyl) ethanethioate CC(=O)SCCl